FC1=C(C=CC(=C1)F)C(CCCO)(C)C 4-(2,4-difluorophenyl)-4-methylpentanol